2-{2-[Methyl(piperidin-4-yl)amino][1,3]thiazolo[4,5-b]pyrazin-6-yl}-5-(1H-pyrazol-4-yl)phenol-Hydrochlorid Cl.CN(C=1SC=2C(=NC=C(N2)C2=C(C=C(C=C2)C=2C=NNC2)O)N1)C1CCNCC1